N-(4-(6-(3-(6-ethyl-2,6-diazaspiro[3.3]heptane-2-yl)propoxy)-7-methoxyquinazolin-4-yl)phenyl)-2-(4-(trifluoromethyl)phenyl)acetamide C(C)N1CC2(CN(C2)CCCOC=2C=C3C(=NC=NC3=CC2OC)C2=CC=C(C=C2)NC(CC2=CC=C(C=C2)C(F)(F)F)=O)C1